C=C(C)C1=NC=NC=C1N(C(OC(C)(C)C)=O)COCC[Si](C)(C)C tert-butyl (4-(prop-1-en-2-yl)pyrimidin-5-yl)((2-(trimethylsilyl)ethoxy)methyl)carbamate